azolo[5,4-f]isoquinolin-2(3H)-one N1C(CC=2C1=C1C=CN=CC1=CC2)=O